C(C)(C)(C)OC(=O)N1C2=CC=CC=C2C=2C[C@@H](CCC12)N(C(=O)OC(C)(C)C)C1=NC(=NC=2N1N=CC2Br)SC.C(C=C)OCC2SCC2 2-(allyloxymethyl)thietane tert-butyl-(3R)-3-[(8-bromo-2-methylsulfanyl-pyrazolo[1,5-a][1,3,5]triazin-4-yl)-tert-butoxycarbonyl-amino]-1,2,3,4-tetrahydrocarbazole-9-carboxylate